ClC1=CC=C(C=C1)C=1C=C(C(N(N1)C=1CCNCC1)=O)C(=O)N[C@H](CO)C (S)-6-(4-chlorophenyl)-N-(1-hydroxypropan-2-yl)-3-oxo-2-(1,2,3,6-tetrahydropyridin-4-yl)-2,3-dihydropyridazine-4-carboxamide